1,2-Bis(tosyloxy)ethane S(=O)(=O)(C1=CC=C(C)C=C1)OCCOS(=O)(=O)C1=CC=C(C)C=C1